C1(=CC=CC=2CCC3=C(C21)C=CC=C3)C(=O)O dibenzocyclohexanoic acid